N-[2-acetylthiomethyl-3-phenyl-propionyl]-3-aminobenzoic acid C(C)(=O)SCC(C(=O)NC=1C=C(C(=O)O)C=CC1)CC1=CC=CC=C1